2-((4-chlorophenyl)(4-(4-chlorophenyl)piperazin-1-yl)methyl)phenol ClC1=CC=C(C=C1)C(C1=C(C=CC=C1)O)N1CCN(CC1)C1=CC=C(C=C1)Cl